CC(=CC1=NC=C(C(=O)NC=2SC3=C(N2)C=CC(=C3)C(=O)O)C=C1)C 2-(6-(2-methylprop-1-enyl)nicotinamido)benzo[d]thiazole-6-carboxylic acid